C1(=CC=CC=C1)P(C1=C(C2=CC=CC=C2C=C1)C1=C(C=CC2=CC=CC=C12)P(C1=CC=CC=C1)C1=CC=CC=C1)C1=CC=CC=C1 2,2'-bis(diphenyl-phosphaneyl)-1,1'-binaphthalene